6-(2-Ethoxyphenyl)-N-[(2-oxo-1H-pyridin-3-yl)sulfonyl]-2-[(4S)-2,2,4-trimethylpyrrolidin-1-yl]pyridin-3-carboxamid C(C)OC1=C(C=CC=C1)C1=CC=C(C(=N1)N1C(C[C@@H](C1)C)(C)C)C(=O)NS(=O)(=O)C=1C(NC=CC1)=O